benzotriazole methylenethiophosphate C=S=P(O)(O)O.N1N=NC2=C1C=CC=C2